1,3-bis(4-fluoro-2-iodo-6-methylphenoxy)propane FC1=CC(=C(OCCCOC2=C(C=C(C=C2C)F)I)C(=C1)C)I